C(C)OC(CC1(OCCO1)C1(OCCO1)C1=CC=CC=C1)=O 2-(2-phenyl-1,3-dioxolan-2-yl-(dioxolan-2-yl))acetic acid ethyl ester